O=C1C(=C(C=NN1COCC[Si](C)(C)C)N1CC2=NC=CC(=C2C1)OC1CCN(CC1)C(=O)OC(C)(C)C)C(F)(F)F tert-butyl 4-([6-[6-oxo-5-(trifluoromethyl)-1-[[2-(trimethylsilyl)ethoxy]methyl]-1,6-dihydropyridazin-4-yl]-5H,6H,7H-pyrrolo[3,4-b]pyridin-4-yl]oxy)piperidine-1-carboxylate